4,5-dihydro-1H-furo[2,3-g]indazole N1N=CC=2CCC3=C(C12)C=CO3